ClC=1C(=NN(C1NC(=O)N[C@@H]1CN(C[C@H]1C1=CC(=CC(=C1)F)F)CCOC)C1=CC=CC=C1)C(CO)(F)F 1-(4-chloro-3-(1,1-difluoro-2-hydroxyethyl)-1-phenyl-1H-pyrazol-5-yl)-3-((3s,4r)-4-(3,5-difluorophenyl)-1-(2-methoxyethyl)pyrrolidin-3-yl)urea